NC1(OC2=CC(=CC=C2C(C1=O)C1=CC(=C(C(=C1)OC)OC)Br)N(C)C)C#N 2-amino-7-dimethylamino-4-(3-bromo-4,5-dimethoxyphenyl)-4H-3-chromonecarbonitrile